5-(aminomethyl)-N-((1-methylpiperidin-4-yl)methyl)pyridin-2-amine NCC=1C=CC(=NC1)NCC1CCN(CC1)C